C(C)CC(CC(=O)[O-])=O.C(C)CC(CC(=O)[O-])=O.C(CCC)OC(C)=O.[Al+2] aluminum mono-n-butylacetate bis(ethylacetoacetate)